8-(4-Chlorophenyl)-3-methyl-1-(m-tolyl)-1,3-dihydro-2H-imidazo[4,5-c]quinolin-2-imine ClC1=CC=C(C=C1)C1=CC=2C3=C(C=NC2C=C1)N(C(N3C=3C=C(C=CC3)C)=N)C